tert-butyl ((1S,4S)-4-((6-((4-(methylsulfonyl)phenyl)amino)-1H-pyrazolo[3,4-d]pyrimidin-1-yl)methyl)cyclohexyl)carbamate CS(=O)(=O)C1=CC=C(C=C1)NC1=NC=C2C(=N1)N(N=C2)CC2CCC(CC2)NC(OC(C)(C)C)=O